(S)-2'-methoxyl-1,1'-binaphthol-2-ol O(C)C1=C(C2=CC=CC=C2C=C1)C=1C(CC=C2C=CC=CC12)(O)O